N-(1-cyanocyclopropyl)-4-[4-(2-methylpropanoyl)piperazin-1-yl]-1H-indazole-6-sulfonamide C(#N)C1(CC1)NS(=O)(=O)C1=CC(=C2C=NNC2=C1)N1CCN(CC1)C(C(C)C)=O